C(=O)(O)CCO[C@H]1[C@@H]([C@H]([C@@H](SCCNC(C)=O)O[C@@H]1CO)NS(=O)(=O)O)O Acetamidoethyl 4-O-carboxyethyl-2-deoxy-2-sulfoamino-1-thio-α-D-glucopyranoside